C(C=C)N1S(C2=C(C3=C1C=CC=C3)N=C(N=C2)NC2=CC=C(C=C2)N2CCN(CC2)C(C)=O)(=O)=O 1-(4-{4-[(6-allyl-5,5-dioxido-6H-pyrimido[5,4-c][2,1]benzothiazin-2-yl)amino]phenyl}piperazin-1-yl)ethanone